C(CCCCCCCC)OC(CCCCCCC(CC)OC(C)=O)OCCCCCCCCC 10,10-dinonyloxy-3-acetyloxydecane